CNC(=O)C=1N=C2N(C=C(N=C2NCC2CCN(CC2)CCC)C2=CC=NC=C2)C1 8-[(1-Propyl-piperidin-4-ylmethyl)-amino]-6-pyridin-4-yl-imidazo[1,2-a]pyrazine-2-carboxylic acid methylamide